(S)-N-(1-((tert-butyldiphenylsilyl)oxy)propan-2-yl)-6-(4-chlorophenyl)-N-methyl-8-(1-methyl-1H-pyrazol-4-yl)-[1,2,4]triazolo[1,5-a]pyrazin-2-amine [Si](C1=CC=CC=C1)(C1=CC=CC=C1)(C(C)(C)C)OC[C@H](C)N(C1=NN2C(C(=NC(=C2)C2=CC=C(C=C2)Cl)C=2C=NN(C2)C)=N1)C